SCCNCCNCCS N,N'-bis(2-mercaptoethyl)ethylenediamine